tert-butyl 16-(2-hexadecylamino-2-oxoethyl)-1,4,10,13-tetraoxa-7,16-diaza-octadecane-7-carboxylate C(CCCCCCCCCCCCCCC)NC(CN(CCOCCOCCN(CCOCCO)C(=O)OC(C)(C)C)CC)=O